CC(CO)=CCCC(C=C)=C 2-methyl-6-methylene-2,7-octadien-1-ol